C(CCCCCCCCC)N=CN(C)C N'-decyl-N,N-dimethylformamidine